BrC1=C(C=CC2=C1C(=N[C@H](C=1N2C(=NN1)C)C)C1=C(C=CC=C1F)F)Cl (4S)-7-bromo-8-chloro-6-(2,6-difluorophenyl)-1,4-dimethyl-4H-[1,2,4]Triazolo[4,3-a][1,4]Benzodiazepine